(+/-)-2-(4-(((3S,4R)-3-fluoro-1-methylpiperidin-4-yl)amino)-1-(2,2,2-trifluoroethyl)-1H-indol-2-yl)thiazole-5-carbaldehyde F[C@H]1CN(CC[C@H]1NC1=C2C=C(N(C2=CC=C1)CC(F)(F)F)C=1SC(=CN1)C=O)C |r|